N=1C=NN2C1C=C(C=C2)OC2=C(C=C(C=C2)NC2=NC=NN1C2=C(C=C1)C1(CCN(CC1)CC1=CC=CC=C1)F)C N-(4-([1,2,4]triazolo[1,5-a]pyridin-7-yloxy)-3-methylphenyl)-5-(1-benzyl-4-fluoropiperidin-4-yl)pyrrolo[2,1-f][1,2,4]triazin-4-amine